COC1=C(C(=CC=C1)OC)C1=CNC2=NC(=CC=C21)NC(=O)[C@@H]2[C@H](C2)CN2CCN(CC2)CC (1S,2S)-N-[3-(2,6-dimethoxyphenyl)-1H-pyrrolo[2,3-b]pyridin-6-yl]-2-[(4-ethylpiperazin-1-yl)methyl]cyclopropane-1-carboxamide